2-methylsulfanyl-5-trifluoromethyl-1,3,4-oxadiazole CSC=1OC(=NN1)C(F)(F)F